NCCC[Si](OC)(OC)C 3-aminopropylmethyldimethoxysilan